4-[(3-phenylpropyl)amino]butan-1-ol C1(=CC=CC=C1)CCCNCCCCO